FC(OC1=CC=2C[C@H]3OCCN[C@H]3C2C=C1)(F)F (4aS,9aR)-7-(trifluoromethoxy)-2,3,4,4a,9,9a-hexahydroindeno[2,1-b][1,4]oxazine